C(OC(C(=C)CO)C1=CC=CC=C1)(OC(C)(C)C)=O 2-hydroxymethyl-1-phenylallyl tert-butyl carbonate